ClC1=C(C(=O)NC2=C3C=NN(C3=CC=C2)C2CCCC2)C=C(C=C1)CNC(C(C)(C)C)=O 2-chloro-N-(1-cyclopentyl-1H-indazol-4-yl)-5-{[(2,2-dimethylpropionyl)amino]methyl}benzamide